ClC1=C(\C=N\[S@](=O)C(C)(C)C)C=CC=C1 (R,E)-N-(2-Chlorobenzylidene)-2-methylpropane-2-sulfinamide